ClC1=C(C#N)C=C(C=N1)C 2-chloro-5-methylnicotinonitrile